5-Bromo-7-(3,5-dimethyl-1H-pyrazol-4-yl)pyrrolo[2,1-f][1,2,4]triazin-4-amine BrC=1C=C(N2N=CN=C(C21)N)C=2C(=NNC2C)C